3-{2-[(3S,4S)-3-methyl-4-({4-[(R or S)-methyl(methylimino)oxo-λ6-sulfanyl]phenoxy}methyl)pyrrolidin-1-yl]ethyl}benzonitrile C[C@@H]1CN(C[C@H]1COC1=CC=C(C=C1)[S@@](=O)(=NC)C)CCC=1C=C(C#N)C=CC1 |o1:14|